N-((S)-1-(5-(((S)-1,1-Dimethyl-2,3-dihydro-1H-inden-2-yl)amino)pyridin-2-yl)-2,2,2-trifluoroethyl)-N-methyl-2-azaspiro[3.3]heptane-6-carboxamide CC1([C@H](CC2=CC=CC=C12)NC=1C=CC(=NC1)[C@@H](C(F)(F)F)N(C(=O)C1CC2(CNC2)C1)C)C